Ethyl 2-[1-[6-[(4-cyano-2-fluoro-phenyl)methoxy]-2-pyridyl]pyrazol-4-yl]acetate C(#N)C1=CC(=C(C=C1)COC1=CC=CC(=N1)N1N=CC(=C1)CC(=O)OCC)F